3-(1,2,3,5,6,7-Hexahydro-s-indacen-4-yl)-1-[(1-methyl-1H-pyrazol-4-yl)({[(2R)-1-methylpyrrolidin-2-yl]methyl})sulfamoyl]urea sodium salt [Na].C1CCC2=C(C=3CCCC3C=C12)NC(NS(N(C[C@@H]1N(CCC1)C)C=1C=NN(C1)C)(=O)=O)=O